tert-butyl (E)-3-(9-(butylthio)-11-oxo-2,3,6,7-tetrahydro-1H,5H,11H-pyrano[2,3-f]pyrido[3,2,1-ij]quinolin-10-yl)-2-cyanoacrylate C(CCC)SC1=C(C(OC2=C3CCCN4C3=C(C=C21)CCC4)=O)/C=C(/C(=O)OC(C)(C)C)\C#N